C(CCCCCCCCCCCCCCCCC)(=O)O.C(CCCCCCCCCCCCCCCCCCC(=O)N)CCCCCCCCCCCCCCCCCC(=O)N ethylenebisstearamide stearate